tert-Butyl N-[4-(4-{2-[ethyl(isopropyl)carbamoyl]-phenyl}1-methyl-1H-pyrazolo[3,4-b]pyridin-6-yl)cyclohexyl]carbamate C(C)N(C(=O)C1=C(C=CC=C1)C1=C2C(=NC(=C1)C1CCC(CC1)NC(OC(C)(C)C)=O)N(N=C2)C)C(C)C